4-hydroxy-2-methyl-2H-1,2-benzothiazine-3-carbohydrazide-1,1-dioxide potassium salt [K].OC1=C(N(S(C2=C1C=CC=C2)(=O)=O)C)C(=O)NN